C1=CC=C(C=C1)CC2=NC(=CC=C2)N 3,4,5,7-tetrahydroxyisoflavone